tert-butyl (R)-3-((4-(4-fluoro-2-hydroxyphenyl)-6,7-dihydro-5H-cyclopenta[d]pyridazin-1-yl)amino)piperidine-1-carboxylate FC1=CC(=C(C=C1)C=1C2=C(C(=NN1)N[C@H]1CN(CCC1)C(=O)OC(C)(C)C)CCC2)O